3,5-dicyclopentyl-triazole C1(CCCC1)N1N=NC(=C1)C1CCCC1